ClC1=C(COCC(C)(C)NC(=O)C=2C=C3C(=NC2)CCC3)C=C(C=C1)F N-(1-((2-chloro-5-fluorobenzyl)oxy)-2-methylpropan-2-yl)-6,7-dihydro-5H-cyclopenta[b]pyridine-3-carboxamide